3-(2-fluoro-3-(trifluoromethyl)phenyl)propanoic acid FC1=C(C=CC=C1C(F)(F)F)CCC(=O)O